(3,5-difluorophenyl)quinazoline-2,4-diamine FC=1C=C(C=C(C1)F)C1=C2C(=NC(=NC2=CC=C1)N)N